OCC1(CC1)NC(=O)C=1N(N=C2C=CC(=CC12)OCC=1C(=NC=CC1)C(F)(F)F)C N-[1-(hydroxymethyl)cyclopropyl]-2-methyl-5-{[2-(trifluoromethyl)pyridin-3-yl]methoxy}-2H-indazole-3-carboxamide